2-amino-3-(2-(benzyloxy)-3-methoxyphenyl)propionic acid ethyl ester C(C)OC(C(CC1=C(C(=CC=C1)OC)OCC1=CC=CC=C1)N)=O